C(CCCCCCC)C(CO)CCCCCCCCCC 2-octyl-1-dodecyl alcohol